3-[5-[1-(2-Fluoro-6-methyl-phenyl)-piperidin-4-yl]-6-oxo-7-(2-trifluoromethylbenzyl)-4,5,6,7-tetrahydro-pyrazolo[3,4-d]pyrimidin-2-yl]-azetidine-1-carboxylic acid oxetan-3-yl ester O1CC(C1)OC(=O)N1CC(C1)N1N=C2N(C(N(CC2=C1)C1CCN(CC1)C1=C(C=CC=C1C)F)=O)CC1=C(C=CC=C1)C(F)(F)F